4-((2-((7-azabicyclo[2.2.1]heptan-7-yl)methyl)-6-fluorobenzyl)amino)-2-fluoro-N-(isoxazol-3-yl)3-methylbenzenesulfonamide C12CCC(CC1)N2CC2=C(CNC1=C(C(=C(C=C1)S(=O)(=O)NC1=NOC=C1)F)C)C(=CC=C2)F